4-cyano-N-[2-cyano-5-[[[2,6-dichloro-4-[1,2,2,2-tetrafluoro-1-(trifluoromethyl)ethyl]phenyl]amino]-carbonyl]phenyl]-2-methyl-benzamide C(#N)C1=CC(=C(C(=O)NC2=C(C=CC(=C2)C(=O)NC2=C(C=C(C=C2Cl)C(C(F)(F)F)(C(F)(F)F)F)Cl)C#N)C=C1)C